ClC=1C=C2C=C(NC2=CC1OCC=1N=CSC1)CNC(=O)N1C(CC1)C N-({5-chloro-6-[(1,3-thiazol-4-yl)methoxy]-2-indolyl}methyl)-2-methyl-1-azetidinecarboxamide